O1C(OCC1)CC1(CCC(N(C1)C1CCCC1)=O)C1=NC=CC=C1 5-((1,3-Dioxolan-2-yl)methyl)-1-cyclopentyl-5-(pyridin-2-yl)piperidin-2-one